C12CNCC(CC1)C2NC(OC(C)(C)C)=O tert-Butyl N-[anti-3-azabicyclo[3.2.1]octan-8-yl]carbamate